4-(2,4,5-trifluorophenyl)-3-oxobutyrate FC1=C(C=C(C(=C1)F)F)CC(CC(=O)[O-])=O